N-(6-(thiophene-2-sulfonylamino)benzo[d]thiazol-2-yl)morpholine-4-carboxamide S1C(=CC=C1)S(=O)(=O)NC1=CC2=C(N=C(S2)NC(=O)N2CCOCC2)C=C1